8-Methyl-2-(3-methyl-1-benzofuran-2-yl)-6-(propan-2-yl)quinoline CC=1C=C(C=C2C=CC(=NC12)C=1OC2=C(C1C)C=CC=C2)C(C)C